OC(C(=O)O)C1=CC=CC=C1 α-hydroxybenzeneacetic acid